1-(2,6,6-trimethyl-1,3-cyclohexadien-1-yl)-2-buten-1-one CC1=C(C(CC=C1)(C)C)C(C=CC)=O